1-Butyl-2,3-dimethylimidazolium tetrafluoroborate F[B-](F)(F)F.C(CCC)N1C(=[N+](C=C1)C)C